C(=C)C=1C=C(CC2(C3=CC=CC=C3C=3C=CC=CC23)CC2=CC(=CC=C2)C=C)C=CC1 9,9-bis(3-vinyl-benzyl)-9H-fluorene